F[C@@]1(CC=2C=C3C(=NC2CC1)SC(=N3)C(=O)O)C(C)C (S)-7-fluoro-7-isopropyl-5,6,7,8-tetrahydrothiazolo[5,4-b]quinoline-2-carboxylic acid